F[C@@H]1[C@H](N(C1)C(=O)OC(C)(C)C)CO tert-butyl (2R,3S)-3-fluoro-2-(hydroxymethyl)azetidine-1-carboxylate